C(C)(C)NC(O[C@H]1C[C@H](CC1)C=1NN=C(C1)NC(CCCC1=C(C(=CC=C1)OCC1=CC=CC=C1)C=O)=O)=O (1R,3S)-3-(5-{4-[3-(benzyloxy)-2-formylphenyl]butanamido}-2H-pyrazol-3-yl)cyclopentyl N-isopropylcarbamate